NCCCCC(O)C1C(CN(C1=O)CC1=CC=C(C=C1)F)C(=O)NN1CN([C@@H](C1=O)CC1=CC=C(C=C1)O)C[C@H](C)N 4-(5-amino-1-hydroxypentyl)-N-((R)-3-((S)-2-aminopropyl)-4-(4-hydroxybenzyl)-5-oxoimidazolidin-1-yl)-1-(4-fluorobenzyl)-5-oxopyrrolidine-3-carboxamide